N-((3S,4S,6R)-6-allyl-4-(3,4-difluorophenyl)piperidin-3-yl)-10-bromo-5,6-dihydropyrazolo[1,5-d]thieno[3,2-f][1,4]oxazepine-2-carboxamide C(C=C)[C@@H]1C[C@H]([C@@H](CN1)NC(=O)C1=CC=2C=3N(CCOC2S1)N=CC3Br)C3=CC(=C(C=C3)F)F